DIVINYLNAPHThALENE C=CC1=C(C2=CC=CC=C2C=C1)C=C